N,N,5,6-tetramethyl-1H-benzo[d]imidazole-1-sulfonamide CN(S(=O)(=O)N1C=NC2=C1C=C(C(=C2)C)C)C